3H-Imidazo[4,5-c]Pyridine N1=CNC=2C=NC=CC21